5-Chloro-2-(1-methyl-1H-pyrazol-3-yl)pyridine ClC=1C=CC(=NC1)C1=NN(C=C1)C